(1R,9R)-6-(2-chloro-5-hydroxyphenyl)-10,10-dimethyl-4-(2-(2-propenoyl)-2,6-diazaspiro[3.4]octan-6-yl)-3-azatricyclo[7.1.1.02,7]undeca-2,4,6-triene-5-carbonitrile ClC1=C(C=C(C=C1)O)C=1C(=C(N=C2[C@H]3C([C@@H](CC12)C3)(C)C)N3CC1(CN(C1)C(C=C)=O)CC3)C#N